C[C@@H]1N(C[C@H](N(C1)C(CC(C)C)=O)C)C(=O)OC(C)(C)C tert-Butyl (2S,5R)-2,5-dimethyl-4-(3-methylbutanoyl)piperazine-1-carboxylate